(R)-6-(2-hydroxy-2-(3'-isopropoxy-[1,1'-biphenyl]-3-yl)acetyl)-2-(1-phenylcyclopropyl)-5,6,7,8-tetrahydropyrido[4,3-d]pyrimidin-4(3H)-one O[C@@H](C(=O)N1CC2=C(N=C(NC2=O)C2(CC2)C2=CC=CC=C2)CC1)C=1C=C(C=CC1)C1=CC(=CC=C1)OC(C)C